ClCCOC1=CC=C(C=C1)C(=O)C=1C2=C(SC1C1=CC=C(C=C1)Cl)C=C(C=C2)OC (4-(2-chloroethoxy)phenyl)(2-(4-chlorophenyl)-6-methoxybenzo[b]thiophen-3-yl)methanone